(R)-3-chloro-5-fluoro-2-methyl-4-(2-prop-2-enoyl-1,3,4,5-tetrahydro-2-benzazepin-6-yl)-1H-indole-7-carboxamide ClC1=C(NC2=C(C=C(C(=C12)C1=CC=CC2=C1CCCN(C2)C(C=C)=O)F)C(=O)N)C